CC(C(=O)OC(C)(C)C1=CC(=C(C=C1)CC)Br)C(=O)NC(C(=O)OC)C1=CC=C(C=C1)Cl 2-(3-bromo-4-ethylphenyl)propan-2-ol methyl-3-((1-(4-chlorophenyl)-2-methoxy-2-oxoethyl)amino)-3-oxopropionate